[3-fluoro-4-(3-hydroxyoxolan-3-yl)phenyl]-4-[4-fluoro-2-(2,2,2-trifluoroethoxy)phenyl]-2,3-dihydro-1H-pyrrolo[3,4-c]pyridin-1-one FC=1C=C(C=CC1C1(COCC1)O)N1CC=2C(=NC=CC2C1=O)C1=C(C=C(C=C1)F)OCC(F)(F)F